tert-butyl 5-methyl-5'-(trifluoromethyl)-5,6-dihydro-[2,2'-bipyridine]-1(4H)-carboxylate CC1CC=C(N(C1)C(=O)OC(C)(C)C)C1=NC=C(C=C1)C(F)(F)F